Dimethoxybis(4-methoxyphenyl)methane COC(C1=CC=C(C=C1)OC)(C1=CC=C(C=C1)OC)OC